2-ethyl-2-methylpropane C(C)C(C)(C)C